7-bromo-6-((tetrahydrofuran-3-yl)oxy)quinazolin-4(3H)-one BrC1=C(C=C2C(NC=NC2=C1)=O)OC1COCC1